(1s,4s)-4-((2-((2-(1-(Cyclopropylsulfonyl)-1H-pyrazol-4-yl)pyrimidin-4-yl)amino)-5-(5-(2-hydroxypropan-2-yl)-1-methyl-1H-pyrazol-3-yl)pyridin-4-yl)amino)-1-methylcyclohexan-1-ol C1(CC1)S(=O)(=O)N1N=CC(=C1)C1=NC=CC(=N1)NC1=NC=C(C(=C1)NC1CCC(CC1)(O)C)C1=NN(C(=C1)C(C)(C)O)C